(4S)-4,6-dihydrospiro[cyclopenta[d][1,3]thiazol-5,4'-piperidin]-4-amine N1CCC2(CC1)CC1=C(N=CS1)[C@H]2N